C(C=1C(C(=O)[O-])=CC=CC1)(=O)OCC(C(C)C)C dl-2,3-dimethylbutyl phthalate